C(C)OC(=O)C1=C(C2=C(S1)C(=CC=C2Cl)F)C2=NC1=C(N2)C(=CC(=C1OC)C(N)=O)Cl 3-(5-Carbamoyl-7-chloro-4-methoxy-1H-benzo[d]imidazol-2-yl)-4-chloro-7-fluorobenzo[b]thiophene-2-carboxylic acid ethyl ester